2'-bromo-3'-chloro-4-hydroxy-5',6-dimethyl-2H-[1,4'-bipyridin]-2-one BrC1=NC=C(C(=C1Cl)N1C(C=C(C=C1C)O)=O)C